(S)-5-methyl-N-(5-methyl-4-oxo-2,3,4,5-tetrahydrobenzo[b][1,4]oxazepin-3-yl)-4H-1,2,4-triazole-3-carboxamide CC=1NC(=NN1)C(=O)N[C@@H]1C(N(C2=C(OC1)C=CC=C2)C)=O